NCC(=O)NC=1SC=C(N1)C1=CC(=CC=C1)N1C[C@H](CCC1)OC (S)-2-amino-N-(4-(3-(3-methoxypiperidin-1-yl)phenyl)thiazol-2-yl)acetamide